(3R,4S)-3-cyclopropyl-4-methyl-1-[6-(1-methyl-1,2,4-triazol-3-yl)pyrrolo[1,2-b]pyridazin-4-yl]-2-oxopyrrolidine-3-carbonitrile C1(CC1)[C@]1(C(N(C[C@H]1C)C=1C=2N(N=CC1)C=C(C2)C2=NN(C=N2)C)=O)C#N